(R)-4-((5-(2,4-difluoro-3-hydroxyphenyl)-1,3,4-thiadiazol-2-yl)methyl)-6-(1-hydroxypropan-2-yl)-4,6-diazaspiro[2.4]heptane-5,7-dione FC1=C(C=CC(=C1O)F)C1=NN=C(S1)CN1C2(CC2)C(N(C1=O)[C@@H](CO)C)=O